CC1=[N+](C=CC=C1)[O-] 2-methyl-1-oxidopyridin-1-ium